1-(cyclobutyl-methyl)-8-dimethylamino-3-(6-methylsulfanyl-pyrimidin-4-yl)-8-phenyl-1,3-diazaspiro[4.5]decan-2-one C1(CCC1)CN1C(N(CC12CCC(CC2)(C2=CC=CC=C2)N(C)C)C2=NC=NC(=C2)SC)=O